2-(4,4-difluoroazepan-1-yl)-6-methyl-N-(2-(S-methylsulfonimidoyl)pyridin-4-yl)-5-(trifluoromethyl)nicotinamide FC1(CCN(CCC1)C1=C(C(=O)NC2=CC(=NC=C2)S(=O)(=N)C)C=C(C(=N1)C)C(F)(F)F)F